phthaloyl-aza-glutamine C(C=1C(C(=O)O)=CC=CC1)(=O)NN(CCC(N)=O)C(=O)O